(S)-methyl 2-chloro-7,8-dihydrobenzofuro[5,4-d]thiazole-7-carboxylate ClC=1SC2=C(N1)C=CC1=C2C[C@H](O1)C(=O)OC